C(=O)(O)C1=CC=C(C=C1)C1=C2C=CC(C(=C3C=CC(=C(C=4C=CC(=C(C5=CC=C1N5)C5=CC=C(C=C5)C(=O)O)N4)C4=CC=C(C=C4)C(=O)O)N3)C3=CC=C(C=C3)C(=O)O)=N2.[Co+2] cobalt (II) tetra(4-carboxyphenyl)porphyrin